(4-(3-(4-carbamoylbenzyl)ureido)cyclohexyl)carbamic acid tert-butyl ester C(C)(C)(C)OC(NC1CCC(CC1)NC(=O)NCC1=CC=C(C=C1)C(N)=O)=O